FC1=C(C(=CC=C1)OC)C1=CC=2N(C=C1C(=O)N)C(=NC2)C 7-(2-fluoro-6-methoxyphenyl)-3-methylimidazo(1,5-a)pyridine-6-carboxamide